C12CN(CC2C1)C1=CC=C(C(=N1)C)CC=1C=C(SC1)C(=O)N[C@@H]1CCC2=C1NN=C2C 4-[(6-{3-Azabicyclo[3.1.0]hex-3-yl}-2-methylpyridin-3-yl)methyl]-N-[(6R)-3-methyl-1h,4h,5h,6h-cyclopenta[c]pyrazol-6-yl]thiophene-2-carboxamide